3-({[(4R)-7-(2-chlorophenyl)-3,4-dihydro-2H-1-benzopyran-4-yl]methyl}amino)pyridine-4-carboxylic acid methyl ester COC(=O)C1=C(C=NC=C1)NC[C@@H]1CCOC2=C1C=CC(=C2)C2=C(C=CC=C2)Cl